C(C)(C)(C)C1=NC=C(C(=C1)[C@H](C)NC1=NC=CC2=C1CN(C2=O)CC)F (S)-4-((1-(2-(tert-butyl)-5-fluoropyridin-4-yl)ethyl)amino)-2-ethyl-2,3-dihydro-1H-pyrrolo[3,4-c]pyridin-1-one